ClC1=CC(N(N=C1)CN1N=NC(=C1)C=1C=NC=C(C1)OC)=O 5-chloro-2-[[4-(5-methoxy-3-pyridyl)triazol-1-yl]methyl]pyridazin-3-one